[Si](C)(C)(C(C)(C)C)OCC1=NN(C=2NC([C@H]([C@@H](C21)C2CC2)NC(C2=CC(=CC=C2)CC)=O)=O)C2CCOCC2 |r| rac-N-((4R,5S)-3-(((tert-butyldimethylsilyl)oxy)methyl)-4-cyclopropyl-6-oxo-1-(tetrahydro-2H-pyran-4-yl)-4,5,6,7-tetrahydro-1H-pyrazolo[3,4-b]pyridin-5-yl)-3-ethylbenzamide